2-(4-chlorophenoxy)acetyl chloride ClC1=CC=C(OCC(=O)Cl)C=C1